COC1=NC=CC=C1C=1C=NN2C1N=C(C=C2)N2CCN(C1(CC1)C2)C(=O)OC(C)(C)C tert-butyl 7-(3-(2-methoxypyridin-3-yl) pyrazolo[1,5-a]pyrimidin-5-yl)-4,7-diazaspiro[2.5]octane-4-carboxylate